3,6-dimethylcyclohexane-1,2-dicarboxylic acid CC1C(C(C(CC1)C)C(=O)O)C(=O)O